C1=CC=CC=2C3=CC=CC=C3N(C12)C1=CC(=CC(=N1)N1C2=CC=C(C=C2C=2C=C(C=CC12)C1=CC=C(N(C2=CC=CC=C2)C2=CC=CC=C2)C=C1)C1=CC=C(N(C2=CC=CC=C2)C2=CC=CC=C2)C=C1)C1=C(C=CC=C1)C=1C(=NC(=CC1)C1=CC=CC=C1)C1=CC=CC=C1 4,4'-(9-(6-(9H-carbazol-9-yl)-4-(2-(2,6-diphenylpyridin-3-yl)phenyl)pyridin-2-yl)-9H-carbazole-3,6-diyl)bis(N,N-diphenylaniline)